methyl 4-(propane-1-yn-1-yl)-1H-indazole-7-formate C(#CC)C1=C2C=NNC2=C(C=C1)C(=O)OC